(R)-2-chloro-6-(3-methoxypyrrolidin-1-yl)pyrazine ClC1=NC(=CN=C1)N1C[C@@H](CC1)OC